4,4-dimethyl-2-((R)-4,4,4-trifluoro-3-phenylbutanamido)pentanamid CC(CC(C(=O)N)NC(C[C@@H](C(F)(F)F)C1=CC=CC=C1)=O)(C)C